[N+](=O)([O-])C nitromethan